N-(phosphonomethyl)-glycine-monoisopropylamine salt C(C)(C)N.P(=O)(O)(O)CNCC(=O)O